(3S)-7-(6-amino-3-chloro-2-fluorophenyl)-3-(5-(thieno[3,2-b]pyridin-7-yl)-1H-imidazol-2-yl)-2,3,8,8a-tetrahydroindolizin NC1=CC=C(C(=C1C1=CCN2[C@@H](CCC2C1)C=1NC(=CN1)C1=C2C(=NC=C1)C=CS2)F)Cl